(2S,4S)-N-(3-(6-acrylamidopyridin-2-yl)prop-2-yn-1-yl)-1-(3-cyano-6-methyl-4-(trifluoromethyl)pyridin-2-yl)-N-(4-fluorophenyl)-4-hydroxypyrrolidine-2-carboxamide C(C=C)(=O)NC1=CC=CC(=N1)C#CCN(C(=O)[C@H]1N(C[C@H](C1)O)C1=NC(=CC(=C1C#N)C(F)(F)F)C)C1=CC=C(C=C1)F